N,N-dimethyl-1-(3-(4,4,5,5-tetramethyl-1,3,2-dioxaborolan-2-yl)phenyl)methanamine CN(CC1=CC(=CC=C1)B1OC(C(O1)(C)C)(C)C)C